(5R,8R)-5,8-dimethyl-5,6,7,8-tetrahydroquinolin-4-ol C[C@H]1C=2C(=CC=NC2[C@@H](CC1)C)O